(piperidin-3-yl)pyridazin-3-amine N1CC(CCC1)C1=C(N=NC=C1)N